N-[(5-cyclopropyl-6-fluoropyridin-2-yl)(phenyl)methyl]-1-{2-[5-(difluoromethyl)-1-methyl-1H-pyrazol-4-yl]acetyl}-4-fluoropyrrolidine-2-carboxamide C1(CC1)C=1C=CC(=NC1F)C(NC(=O)C1N(CC(C1)F)C(CC=1C=NN(C1C(F)F)C)=O)C1=CC=CC=C1